ClC=1N=C2C(=C(C(N(C2=CC1)C)=O)C#N)N1CCN(CC1)CC1=CC(=C(C=C1)C)O 6-chloro-4-{4-[(3-hydroxy-4-methylphenyl)methyl]piperazin-1-yl}-1-methyl-2-oxo-1,2-dihydro-1,5-naphthyridine-3-carbonitrile